4-(((R)-1-(3-(difluoromethyl)-2-fluorophenyl)ethyl)amino)-6-(1-(fluoromethyl)cyclopropyl)-8-((R)-hexahydropyrrolo[1,2-a]pyrazin-2(1H)-yl)-2-methylpyrido[4,3-d]pyrimidine-7(6H)-one FC(C=1C(=C(C=CC1)[C@@H](C)NC=1C=2C(N=C(N1)C)=C(C(N(C2)C2(CC2)CF)=O)N2C[C@@H]1N(CC2)CCC1)F)F